7-Ethyl-4-(4-fluoro-3-(8-methoxy-3-isopropyl-[1,2,4]triazolo[4,3-a]pyridin-7-yl)phenyl)-7H-imidazo[4,5-c]pyridazine C(C)N1C=NC2=C1N=NC=C2C2=CC(=C(C=C2)F)C2=C(C=1N(C=C2)C(=NN1)C(C)C)OC